O=C1NC(CCC1N1C(N(C2=C1C=CC(=C2)CC2CCC(CC2)CC(=O)OC(C)(C)C)C)=O)=O tert-butyl 2-(4-[[1-(2,6-dioxopiperidin-3-yl)-3-methyl-2-oxo-1,3-benzodiazol-5-yl]methyl]cyclohexyl)acetate